2-oxo-4-((S)-2-oxopyrrolidin-3-yl)butanoic acid O=C(C(=O)O)CC[C@@H]1C(NCC1)=O